undecanolysine N1[C@@](CCCCN)(C(=O)O)CCCCCCCCCCC1